Heptadecan-9-yl-8-{(2-hydroxyethyl)[6-oxo (undecyloxy)hexyl]amino}-octanoat CCCCCCCCC(CCCCCCCC)OC(CCCCCCCN(CCCCCC(=O)OCCCCCCCCCCC)CCO)=O